ClC=1C(=C2C=CC(=CC2=CC1)O)C#C 6-chloro-5-ethynylnaphthalen-2-ol